4-({[4-methoxy-1-(1,3-thiazole-4-carbonyl)-3-[2-(trifluoromethyl)oxolan-3-yl]-1H-pyrazol-5-yl]oxy}methyl)benzene-1-carboximidamide COC=1C(=NN(C1OCC1=CC=C(C=C1)C(N)=N)C(=O)C=1N=CSC1)C1C(OCC1)C(F)(F)F